CO[C@H]1CCN2CC(CC12CO)=C ((1S)-1-methoxy-6-methylenetetrahydro-1H-pyrrolizin-7a(5H)-yl)methanol